cyclopropane-1,1-diol C1(CC1)(O)O